FC1=CC=C(COC2=CC=C(OC3=NC=NC4=CC=C5C(=C34)OCCN5)C=C2)C=C1 10-(4-(4-fluorobenzyloxy)phenoxy)-3,4-dihydro-2H-[1,4]oxazino[2,3-f]quinazoline